N-ethyl-4-(4-(hydroxymethyl)-1-(p-tolyl)-1H-imidazol-2-yl)-6-methyl-7-oxo-6,7-dihydro-1H-pyrrolo[2,3-c]pyridine-2-carboxamide C(C)NC(=O)C1=CC2=C(C(N(C=C2C=2N(C=C(N2)CO)C2=CC=C(C=C2)C)C)=O)N1